(2R,4S)-tert-butyl 4-(4-amino-3-((1,2-dimethyl-1H-benzo[d]imidazol-6-yl)ethynyl)-1H-pyrazolo[3,4-d]pyrimidin-1-yl)-2-(methoxymethyl)pyrrolidine-1-carboxylate NC1=C2C(=NC=N1)N(N=C2C#CC=2C=CC1=C(N(C(=N1)C)C)C2)[C@H]2C[C@@H](N(C2)C(=O)OC(C)(C)C)COC